1-((6-(2H-1,2,3-triazol-2-yl)pyridazin-3-yl)methyl)-4-(1-methylcyclopropyl)-1,4-dihydropyrazine-2,3-dione N=1N(N=CC1)C1=CC=C(N=N1)CN1C(C(N(C=C1)C1(CC1)C)=O)=O